2-(6-((R)-3-aminopyrrolidin-1-yl)-4-fluoropyridin-2-yl)-4-(2-fluoro-6-methoxyphenyl)-2,3-dihydro-1H-pyrrolo[3,4-c]pyridin-1-one N[C@H]1CN(CC1)C1=CC(=CC(=N1)N1CC=2C(=NC=CC2C1=O)C1=C(C=CC=C1OC)F)F